FC(OCCN1C[C@H](N(CC1)C=1SC(=CN1)C(=O)O)COC(F)F)F (S)-2-(4-(2-(difluoromethoxy)ethyl)-2-((difluoromethoxy)methyl)piperazin-1-yl)thiazole-5-carboxylic acid